7-chloro-N-[(2S)-4,4-difluoro-1-({(2S)-4-hydroxy-3-oxo-1-[(3S)-2-oxopyrrolidin-3-yl]butan-2-yl}amino)-1-oxopentan-2-yl]-1H-indole-2-carboxamide ClC=1C=CC=C2C=C(NC12)C(=O)N[C@H](C(=O)N[C@@H](C[C@H]1C(NCC1)=O)C(CO)=O)CC(C)(F)F